SC1CC(C1)NC1CCC(CC1)NC(OCC1=CC=C(C=C1)[N+](=O)[O-])=O 4-nitrobenzyl ((1S,4S)-4-(((1R,3R)-3-mercaptocyclobutyl)amino)cyclohexyl)carbamate